CC=1C=CC(=C2C(=CC(=NC12)C=1OC2=C(C1C)C=CC=C2)CC(=O)O)OC(C)C2=CC=CC=C2 2-[8-methyl-2-(3-methyl-1-benzofuran-2-yl)-5-(1-phenylethoxy)quinolin-4-yl]-acetic acid